ClC1=C(C2=CC=CC=C2C(=C1)N1CCN(CC1)C)N 2-chloro-4-(4-methylpiperazin-1-yl)naphthalen-1-amine